C(C)(C)(C)C1=CC=2C(=NC(=CN2)C(CCCC(OC)[C@H]2N(C(OC2)(C)C)C(=O)OC(C)(C)C)O)N1C tert-Butyl (4S)-4-[5-(6-tert-butyl-5-methyl-pyrrolo[2,3-b]pyrazin-3-yl)-5-hydroxy-1-methoxy-pentyl]-2,2-dimethyl-oxazolidine-3-carboxylate